5-(((trans)-3-(4-(2-(4-((6-(cyclopropyl(hydroxy)methyl)pyridin-2-yl)methoxy)phenyl)propan-2-yl)phenoxy)cyclobutyl)amino)-2-(2,6-dioxopiperidin-3-yl)isoindoline-1,3-dione C1(CC1)C(C1=CC=CC(=N1)COC1=CC=C(C=C1)C(C)(C)C1=CC=C(O[C@@H]2C[C@H](C2)NC=2C=C3C(N(C(C3=CC2)=O)C2C(NC(CC2)=O)=O)=O)C=C1)O